COC(NC1=CC=C2C3=C(NC([C@H](CCCCC(NC2=C1)=O)NC(=O)OC(C)(C)C)=N3)F)=O ((S)-14-tert-Butoxycarbonylamino-17-fluoro-9-oxo-8,16,18-triaza-tricyclo[13.2.1.02,7]octadeca-1(17),2,4,6,15(18)-pentaen-5-yl)-carbamic acid methyl ester